OC1=CC=C2C(C=C(OC2=C1OC)C1=CC=C(C=C1)CCCCO)=O 7-hydroxy-2-(4-(4-hydroxybutyl)phenyl)-8-methoxy-4H-chromen-4-one